N-(azetidin-3-yl)pyridine-3-sulfonamide N1CC(C1)NS(=O)(=O)C=1C=NC=CC1